1-benzyl-N4-(4-(tert-butyl)phenyl)-2-methylcyclohexane-1,4-diamine C(C1=CC=CC=C1)C1(C(CC(CC1)NC1=CC=C(C=C1)C(C)(C)C)C)N